NC1CC2(NCC2)C1 6-amino-3-azaspiro[3.3]heptane